2,2-bis(4-chlorophenyl)-1,1,1-trichloroethane ClC1=CC=C(C=C1)C(C(Cl)(Cl)Cl)C1=CC=C(C=C1)Cl